NC=1C(=NC(=C(N1)F)C1=CC(=C(C=C1)N1CCOCC1)CN1CC(CC1)OC)C=1C=C2CCNC(C2=CC1)=O 6-(3-amino-5-fluoro-6-(3-((3-methoxypyrrolidin-1-yl)methyl)-4-morpholinophenyl)pyrazin-2-yl)-3,4-dihydroisoquinolin-1(2H)-one